4-(3-(trifluoromethyl)phenyl)-5-methyl-N-(3-(2-oxopropyl)-1,2,4-thiadiazol-5-yl)furan-2-Formamide FC(C=1C=C(C=CC1)C=1C=C(OC1C)C(=O)NC1=NC(=NS1)CC(C)=O)(F)F